C[C@@]12C[C@H](N[C@H]2C1)C(=O)[O-] (1S,3S,5S)-5-methyl-2-azabicyclo[3.1.0]hexane-3-carboxylate